C(CCCCCCC)P1(C2=CC=CC=C2NC=2C=CC=CC12)=O 10-octyl-5H-phenophosphazinine-10-oxide